ClC=1C=C(OC2CCC(CC2)NC(=O)C2=NC=C(C=N2)Br)C=CC1C#N 5-Bromo-pyrimidine-2-carboxylic acid [4-(3-chloro-4-cyano-phenoxy)-cyclohexyl]-amide